N-(6-amino-5-methyl-3-pyridyl)-2-[(2S,5R)-2-(2H-indazol-4-yl)-5-methyl-1-piperidyl]-2-oxo-acetamide NC1=C(C=C(C=N1)NC(C(=O)N1[C@@H](CC[C@H](C1)C)C=1C2=CNN=C2C=CC1)=O)C